NC1=NC=C(C=C1C(=O)N[C@H]1COC[C@@H]1OCC1=CC=C(C=C1)C=1C=C2C=CN(C2=CC1)C1CCN(CC1)CCO)C=1C=NN(C1)C amino-N-{(3S,4R)-4-[(4-{1-[1-(2-hydroxyethyl)piperidin-4-yl]-1H-indol-5-yl}phenyl)methoxy]oxolan-3-yl}-5-(1-methyl-1H-pyrazol-4-yl)pyridine-3-carboxamide